C1(=CC=CC=C1)C1N(CCC(C1)C=O)C1=CC=CC=C1 diphenyl-(piperidin-4-yl)methanone